COC([C@@H](CC1=CC(=NO1)OC)NC([C@H](CC(C)C)N(C)C(=O)OC(C)(C)C)=O)=O.C(CCCCCCCCC)OC1CCC(CC1)=O 4-(decyloxy)cyclohexanone methyl-(R)-2-((S)-2-((tert-butoxycarbonyl)(methyl)amino)-4-methylpentanamido)-3-(3-methoxyisoxazol-5-yl)propanoate